4-carboxy-4'-amino-α-methylstilbene C(=O)(O)C1=CC=C(C=C1)C(=CC1=CC=C(C=C1)N)C